methyl 6-fluoro-3-iodo-2-methylbenzoate FC1=CC=C(C(=C1C(=O)OC)C)I